tert-butyl 2-(1-methyl-7-oxo-3-((5-(trifluoromethyl)pyridin-2-yl)amino)-1,7-dihydro-6H-pyrazolo[4,3-d]pyrimidin-6-yl)acetate CN1N=C(C=2N=CN(C(C21)=O)CC(=O)OC(C)(C)C)NC2=NC=C(C=C2)C(F)(F)F